(S)-1-(2-(4-(2-amino-3-phenylpropanoyl)piperazin-1-yl)quinolin-6-yl)-3-(2-(diethylamino)ethyl)thiourea N[C@H](C(=O)N1CCN(CC1)C1=NC2=CC=C(C=C2C=C1)NC(=S)NCCN(CC)CC)CC1=CC=CC=C1